methyl 2-(4-(8-bromo-4,5-dihydrobenzo[b]thieno[2,3-d]oxepine-9-carboxamido)phenyl)acetate BrC=1C(=CC2=C(OCCC3=C2SC=C3)C1)C(=O)NC1=CC=C(C=C1)CC(=O)OC